C[C@@H]1C(=CC2=CC=C(C=C2C1)OC[C@@H](C(F)(F)F)C)CN1CC(C1)C(=O)OC methyl 1-(((S)-3-methyl-6-((S)-3,3,3-trifluoro-2-methylpropoxy)-3,4-dihydronaphthalene-2-yl)methyl)azetidine-3-carboxylate